5-chloro-N2-(2-methoxy-4-((4-morpholinopiperidin-1-yl)sulfonyl)phenyl)-N4-(2-methoxyethyl)-7H-pyrrolo[2,3-d]pyrimidine-2,4-diamine ClC1=CNC=2N=C(N=C(C21)NCCOC)NC2=C(C=C(C=C2)S(=O)(=O)N2CCC(CC2)N2CCOCC2)OC